C(CCC)OC1=CC=C(C=C1)/C=C/C(=O)C1=CC=C(C=C1)CCCC(=O)O 4-[4-[(E)-3-(4-Butoxyphenyl)prop-2-enoyl]phenyl]butanoic acid